ClCCC[C@H](C=1C=NC=CC1)N[S@](=O)C(C)(C)C (R)-N-((R)-4-chloro-1-(3-pyridinyl)butyl)-2-methyl-2-propanesulfinamide